N-(3-fluoro-4-{[7-(2-morpholinoethoxy)-6-(trifluoromethyl)quinolin-4-yl]oxy}phenyl)-5-(4-fluorophenyl)-6-oxo-2,3,5,6-tetrahydrofuro[3,2-c]pyridine-7-carboxamide FC=1C=C(C=CC1OC1=CC=NC2=CC(=C(C=C12)C(F)(F)F)OCCN1CCOCC1)NC(=O)C1=C2C(=CN(C1=O)C1=CC=C(C=C1)F)CCO2